[C@@H]12N(CC[C@H]2C1)C(=O)[C@@H]1CCCC=2N1C(N(N2)CC2=CC(=C(C=C2)F)Cl)=O |&1:0,4| (5S)-5-[(1RS,5SR)-2-Azabicyclo[3.1.0]hex-2-ylcarbonyl]-2-(3-chloro-4-fluorobenzyl)-5,6,7,8-tetrahydro[1,2,4]triazolo[4,3-a]pyridin-3(2H)-one